C(#N)C1=CC(=C(COC2=CC=CC(=N2)C2=CC(=C(CC3=NC4=C(N3CC3(CNC3)OC)C=C(C=C4)C(=O)OC)C=C2F)F)C=C1)F Methyl 2-(4-(6-((4-cyano-2-fluorobenzyl)oxy)pyridin-2-yl)-2,5-difluorobenzyl)-1-((3-methoxyazetidin-3-yl)methyl)-1H-benzo[d]imidazole-6-carboxylate